6-[4-(difluoromethoxy)phenyl]-1-(2-morpholinoethyl)-2-oxo-1,8-naphthyridine-3-carboxylic acid FC(OC1=CC=C(C=C1)C=1C=C2C=C(C(N(C2=NC1)CCN1CCOCC1)=O)C(=O)O)F